Cl.Cl.CC1(CN(CCN1)C1CNCC1)C 3,3-Dimethyl-1-(pyrrolidin-3-yl)piperazine dihydrochloride